ClC=1C=CC(=C2C=NN(C(C12)=O)C)CC1CC2(CN(C2)CCNC2=CC=3N(C=C2F)C=NN3)C1 8-chloro-5-((2-(2-((6-fluoro-[1,2,4]triazolo[4,3-a]pyridin-7-yl)amino)ethyl)-2-azaspiro[3.3]heptan-6-yl)methyl)-2-methylphthalazin-1(2H)-one